2-(ethanesulfonyl)benzene-1-sulfonyl chloride C(C)S(=O)(=O)C1=C(C=CC=C1)S(=O)(=O)Cl